C1(CCCC1)C(CO)(CO)CCC(C)C 2-cyclopentyl-2-isopentyl-1,3-propanediol